C1(CC1)S(=O)(=O)NC1=NC=CC(=N1)C(C(=O)NC1=CC=C(C=N1)C=1C=NC=C(C1)C(F)(F)F)CC 2-(2-(cyclopropanesulfonylamino)pyrimidin-4-yl)-N-(5'-(trifluoromethyl)-[3,3'-bipyridin]-6-yl)butyramide